tetraethylene glycol monotertiary butyl ether C(C)(C)(C)OCCOCCOCCOCCO